ICCCCCCCCCCC1(OC2=C(C(=C(C(=C2CC1)C)O)C)C)C 2-(10-iododecyl)-2,5,7,8-tetramethylchroman-6-ol